(10-bromoanthracen-9-yl-1,2,3,4,5,6,7,8-d8)dibenzo[b,d]furan BrC1=C2C(=C(C(=C(C2=C(C2=C(C(=C(C(=C12)[2H])[2H])[2H])[2H])C1=CC=CC=2OC3=C(C21)C=CC=C3)[2H])[2H])[2H])[2H]